COC1=CC=C(C=C1)CN(C1=NC=CC=C1C(=O)O)CC1=CC=C(C=C1)OC 2-{Bis[(4-methoxyphenyl)methyl]amino}pyridine-3-carboxylic acid